[Si](C)(C)(C(C)(C)C)OCC=1C(=C(C=CC1)C1=CC(=C(C#N)C=C1)F)C1=C(N=CS1)Cl 4-[3-[[tert-butyl(dimethyl)silyl]oxymethyl]-2-(4-chlorothiazol-5-yl)phenyl]-2-fluoro-benzonitrile